tert-butyl-N-methyl-N-(3-oxocyclobutyl)carbamate C(C)(C)(C)OC(N(C1CC(C1)=O)C)=O